α,α-diethyl-pelargonic acid C(C)C(C(=O)O)(CCCCCCC)CC